2,4,6-trihydroxybenzoic acid N-(4-hydroxy-3-methoxy-benzyl)amide OC1=C(C=C(CNC(C2=C(C=C(C=C2O)O)O)=O)C=C1)OC